2-(4-formyl-2-methoxyphenoxy)acetic acid C(=O)C1=CC(=C(OCC(=O)O)C=C1)OC